phenyltri(n-pentoxy)silane C1(=CC=CC=C1)[Si](OCCCCC)(OCCCCC)OCCCCC